COC1=C(CN(S(=O)(=O)C2=C(C=C(C=C2F)N2C[C@@]([C@H](CC2)O)(CCC2=CC(=CC=C2)C(F)(F)F)N(C)C)F)C2=NC=NC=C2)C=CC(=C1)OC N-(2,4-dimethoxybenzyl)-4-((3R,4S)-3-(dimethylamino)-4-hydroxy-3-(3-(trifluoromethyl)phenethyl)-piperidin-1-yl)-2,6-difluoro-N-(pyrimidin-4-yl)benzenesulfonamide